(R)-1-amino-N-(1-(pyridin-2-yl)ethyl)benzo[4,5]imidazo[1,2-a]pyrazine-3-carboxamide NC=1C=2N(C=C(N1)C(=O)N[C@H](C)C1=NC=CC=C1)C1=C(N2)C=CC=C1